C=C1C[C@@H]2[C@@H](CN(C2)C(=O)OC(C)(C)C)C1 1,1-dimethylethyl (3aR,6aS)-5-methylidenehexahydrocyclopenta[c]pyrrole-2(1H)-carboxylate